Succinic acid mono(methacryloyloxyethyl) ester C(C(=C)C)(=O)OCCOC(CCC(=O)O)=O